C(C)(C)OC(=O)N1CCC(CC1)C=1SC2=NC(=CC=C2N1)C1=CC=C(C=C1)S(=O)(=O)C 4-(5-(4-(methylsulfonyl)phenyl)thiazolo[5,4-b]pyridin-2-yl)piperidine-1-carboxylic acid isopropyl ester